C(C1=CC=CC=C1)N1C(N(C(C1=O)CCC(=O)NCC1=CC=C(C(=O)NO)C=C1)CC1=CC=C(C=C1)Br)=O 4-((3-(1-benzyl-3-(4-bromobenzyl)-2,5-dioxoimidazolin-4-yl)propionamido)methyl)-N-hydroxybenzamide